C(=O)O.C(C)OC1=NC(=NC=C1C(=O)NC1=CC2=CN(N=C2C(=C1)F)C)N(C1CCNCC1)CC 4-ethoxy-2-(ethyl(piperidin-4-yl)amino)-N-(7-fluoro-2-methyl-2H-indazol-5-yl)pyrimidine-5-carboxamide formate